C(C)(C)OC(NC1=CC(=CC=C1)O)=O (3-hydroxyphenyl)carbamic acid isopropyl ester